rac-(3R)-3-{4-[4-({6-[4-(3-chlorophenyl)-1-[6-(2-hydroxyphenyl)pyridazin-4-yl]piperidine-4-carbonyl]-2,6-diazaspiro[3.3]heptan-2-yl}methyl)piperidin-1-yl]phenyl}piperidine-2,6-dione ClC=1C=C(C=CC1)C1(CCN(CC1)C1=CN=NC(=C1)C1=C(C=CC=C1)O)C(=O)N1CC2(CN(C2)CC2CCN(CC2)C2=CC=C(C=C2)[C@@H]2C(NC(CC2)=O)=O)C1 |r|